C(C)(=O)NC1=CC=C(C=C1)C1=CN=C2N1C=C(N=C2)C(=O)N(C2=CC=C(C=C2)OC(F)(F)F)C 3-(4-acetamidophenyl)-N-methyl-N-[4-(trifluoromethoxy)phenyl]imidazo[1,2-a]pyrazine-6-carboxamide